O=C(NCCOCCOCCOCCOCCOCCOCCOCCNC(OC(C)(C)C)=O)C1=CC=C(C=C1)NC=1N=C(C2=C(N1)N(C=C2)S(=O)(=O)C2=CC=C(C)C=C2)C=2C=NN(C2)CCC tert-butyl (1-oxo-1-(4-((4-(1-propyl-1H-pyrazol-4-yl)-7-tosyl-7H-pyrrolo[2,3-d]pyrimidin-2-yl)amino)phenyl)-5,8,11,14,17,20,23-heptaoxa-2-azapentacosan-25-yl)carbamate